Heptane-1-ol hydrochloride Cl.C(CCCCCC)O